NC1=NC=2C=CC(=CC2C2=C1C=NN2C)C(=O)N(N(C)C(=O)C2CC2)CC2=C(C=C(C=C2)C=2C=NN(C2)C(F)(F)F)Cl 4-amino-N-(2-chloro-4-(1-(trifluoromethyl)-1H-pyrazol-4-yl)benzyl)-N'-(cyclopropanecarbonyl)-N',1-dimethyl-1H-pyrazolo[4,3-c]quinoline-8-carbohydrazide